C1(CC1)C(CC1=CCOC(O1)(C)C)=C=O 6-(2-cyclopropyl-2-carbonylethyl)-2,2-dimethyl-4H-1,3-dioxin